N1(CCC1)C1CCC(CC1)NC1=NC=C(C(=N1)C1=CN=C2N1C=C(C=C2)C2=CC=CC=C2)C N-((1r,4r)-4-(Azetidin-1-yl)cyclohexyl)-5-methyl-4-(6-phenylimidazo[1,2-a]pyridin-3-yl)pyrimidin-2-amin